NC=1C2=C(N=CN1)N(C(=C2C2=CC=C(C=C2)OC2=CC=CC=C2)C=2C=NN(C2)C2C(N(CCC2)C(C=C)=O)C)C 1-(3-(4-(4-amino-7-methyl-5-(4-phenoxyphenyl)-7H-pyrrolo[2,3-d]pyrimidin-6-yl)-1H-pyrazol-1-yl)-2-methylpiperidin-1-yl)prop-2-en-1-one